Cis-6-methyl-2,6-diazabicyclo[3.2.0]heptane dihydrochloride Cl.Cl.CN1[C@@H]2CCN[C@@H]2C1